CC1(C2=CC=CC=C2C=2C=CC(=CC12)N(C=1C=CC=C2C1OC1=C2C=2C=CC=CC2C=C1C1=CC=CC=C1)C1=CC=C(C=C1)C1=CC=CC=C1)C N-(9,9-dimethyl-9H-fluoren-2-yl)-N-(biphenyl-4-yl)-6-phenylbenzo[b]naphtho[1,2-d]furan-8-amine